propionyl-L-isoleucyl-L-glutamyl-glycyl-L-prolyl-L-threonine C(CC)(=O)N[C@@H]([C@@H](C)CC)C(=O)N[C@@H](CCC(=O)O)C(=O)NCC(=O)N1[C@@H](CCC1)C(=O)N[C@@H]([C@H](O)C)C(=O)O